ClC1=NC=CC(=C1[N+](=O)[O-])N 2-chloro-3-nitropyridin-4-amine